C(C)OC(C(=CC)F)=O 2-fluorobut-2-enoic acid ethyl ester